N-acetyl-L-phenylglycine C(C)(=O)N[C@@H](C1=CC=CC=C1)C(=O)O